(S)-3-((6-(2,3-difluoro-4-((phenylmethyl)sulfonamido)phenyl)quinazolin-2-yl)amino)piperidine-1-carboxylic acid tert-butyl ester C(C)(C)(C)OC(=O)N1C[C@H](CCC1)NC1=NC2=CC=C(C=C2C=N1)C1=C(C(=C(C=C1)NS(=O)(=O)CC1=CC=CC=C1)F)F